O-cyanophenol C(#N)OC1=CC=CC=C1